4-methyl-2,6-diazabicyclo[3.2.0]Heptane-2-carboxylate CC1CN(C2CNC12)C(=O)[O-]